BrC1=C2CN(C(C2=CC=C1)=O)C1CCN(CC1)C(=O)NC1=CC=C(C=C1)I 4-(4-bromo-1-oxoisoindolin-2-yl)-N-(4-iodophenyl)piperidine-1-carboxamide